3-[(5-chloro-3-fluoro-2-pyridyl)oxy]-4-methyl-5-vinyl-pyridine ClC=1C=C(C(=NC1)OC=1C=NC=C(C1C)C=C)F